(4-(tetrahydrofuran-3-ylsulfonyl)phenyl)pyrazin-2-amine O1CC(CC1)S(=O)(=O)C1=CC=C(C=C1)C=1C(=NC=CN1)N